N-(1-chloro-6-methoxyisoquinolin-7-yl)-4-(piperidin-1-yl)butanamide ClC1=NC=CC2=CC(=C(C=C12)NC(CCCN1CCCCC1)=O)OC